1-(3-((3-(1H-pyrazol-4-yl)-1H-indazol-6-yl)amino)phenyl)-3-(m-tolyl)urea N1N=CC(=C1)C1=NNC2=CC(=CC=C12)NC=1C=C(C=CC1)NC(=O)NC=1C=C(C=CC1)C